S1CCC2NC(CC21)=O hexahydro-5H-thieno[3,2-b]pyrrol-5-one